C(C)(C)(C)OC(=O)N1C[C@@H]2C([C@@H]2C1)N (1R,5S,6S)-6-amino-3-azabicyclo[3.1.0]hexane-3-carboxylic acid tert-butyl ester